tert-butyl (2-oxo-2-((3-(trifluoromethyl)phenyl)amino)ethyl)carbamate O=C(CNC(OC(C)(C)C)=O)NC1=CC(=CC=C1)C(F)(F)F